O=C1N(C(C2=CC=CC=C12)=O)CCCCN1CCN(CC1)CC1CCN(CC1)C(=O)OC(C)(C)C tert-butyl 4-[[4-[4-(1,3-dioxoisoindolin-2-yl)butyl]piperazin-1-yl]methyl]piperidine-1-carboxylate